dimethyl 2-(2-aminoethyl)-4-t-butoxycarbonylaminoglutarate NCCC(C(=O)OC)CC(C(=O)OC)NC(=O)OC(C)(C)C